C12CCC(CC1)C2 Bicyclo-[2.2.1]heptan